COC=1C=C(C=CC1OC)C1(NC=CC=2C(=C(C=CC12)C)N)N 1-(3,4-dimethoxyphenyl)-6-methylisoquinoline-1,5-diamine